5-(1,4-Diazepan-1-yl)-2-methyl-N-[(1R)-1-(1-naphthyl)ethyl]benzamide tert-Butyl-4-[4-methyl-3-[[(1R)-1-(1-naphthyl)ethyl]carbamoyl]phenyl]-1,4-diazepane-1-carboxylate C(C)(C)(C)OC(=O)N1CCN(CCC1)C1=CC(=C(C=C1)C)C(N[C@H](C)C1=CC=CC2=CC=CC=C12)=O.N1(CCNCCC1)C=1C=CC(=C(C(=O)N[C@H](C)C2=CC=CC3=CC=CC=C23)C1)C